methyl 5-(chlorosulfonyl)-3-methyl-1-(phenylsulfonyl)-1H-pyrrole-2-carboxylate ClS(=O)(=O)C1=CC(=C(N1S(=O)(=O)C1=CC=CC=C1)C(=O)OC)C